O1N=C(C2=C1C=CC=C2)C2=C(C=CC=C2)[C@H](CC2=NC(=CC=C2)C(F)(F)F)N (S)-1-[2-(Benzo[d]isoxazol-3-yl)phenyl]-2-(6-trifluoromethylpyridin-2-yl)ethan-1-amine